C(CCCCCCCCCCC)(=O)N[C@@H](CC(=O)O)C(=O)O.N(CCO)(CCO)CCO triethanolamine N-lauroyl-aspartate